N-phenethyl-undeceneamide C(CC1=CC=CC=C1)NC(C=CCCCCCCCC)=O